CN1C(=NC=2C1=C1C(=NC2C)C=C(S1)C1=NNC=C1)CCCN1CCOCC1 4-(3-(1,4-dimethyl-7-(1H-pyrazol-3-yl)-1H-imidazo[4,5-d]thieno[3,2-b]pyridin-2-yl)propyl)morpholine